(±)-tert-butyl 7-[3-[[(trans)-2-acetamidocyclohexoxy]carbonylamino]-8-(tert-butoxycarbonylamino)-7-fluoro-6-isoquinolyl]-8-methyl-2,3-dihydropyrido[2,3-b][1,4]oxazine-1-carboxylate C(C)(=O)N[C@H]1[C@@H](CCCC1)OC(=O)NC=1N=CC2=C(C(=C(C=C2C1)C1=C(C2=C(OCCN2C(=O)OC(C)(C)C)N=C1)C)F)NC(=O)OC(C)(C)C |r|